8-chloro-2-[1-[(3,3-difluoro-4-piperidyl)methyl]pyrazol-4-yl]-7-[(2-methyl-3H-benzimidazol-5-yl)oxy]quinoxaline ClC=1C(=CC=C2N=CC(=NC12)C=1C=NN(C1)CC1C(CNCC1)(F)F)OC1=CC2=C(N=C(N2)C)C=C1